(S)-3-(3-(6-bromo-7-((1-(ethylsulfonyl)pyrrolidin-3-yl)amino)-3H-imidazo[4,5-b]pyridin-2-yl)-2,5-dimethyl-1H-pyrrol-1-yl)benzoic acid BrC=1C(=C2C(=NC1)NC(=N2)C2=C(N(C(=C2)C)C=2C=C(C(=O)O)C=CC2)C)N[C@@H]2CN(CC2)S(=O)(=O)CC